monohydroxy ethyl phthalate acrylate C(C=C)(=O)O.C(C=1C(C(=O)OCC)=CC=CC1)(=O)OO